C=1(C(=CC=CC1)C(=O)N)C1=CC=CC=C1 [1,1'-biphenyl]-2-Formamide